methyl ((S)-1-(((S)-2-(4-aminophenyl)-1-(2-(2,2,2-trifluoroethyl)thiazol-4-yl)ethyl)amino)-1-oxo-3-(pyridin-4-yl)propan-2-yl)(methyl)carbamate NC1=CC=C(C=C1)C[C@@H](C=1N=C(SC1)CC(F)(F)F)NC([C@H](CC1=CC=NC=C1)N(C(OC)=O)C)=O